2-amino-2-(6,7-dihydro-5H-pyrazolo[5,1-b][1,3]oxazin-3-yl)acetonitrile NC(C#N)C=1C=NN2C1OCCC2